CN1[C@@H]([C@H](CC1=O)C(=O)NCCOC1CCC(CC1)OCCOCCOCCC(=O)OC(C)(C)C)C=1C=NC=CC1 tert-Butyl 3-(2-(2-(((1S,4r)-4-(2-((2S,3S)-1-methyl-5-oxo-2-(pyridin-3-yl)pyrrolidine-3-carboxamido)ethoxy)cyclohexyl)oxy)ethoxy)ethoxy)propanoate